C1(CCCC1)P(C1=CC=CC=C1)C1=CC=CC=C1.[Li] lithium cyclopentyl-(diphenyl-phosphine)